N-[6-[(2-hydroxyethyl)(methyl)amino]-2-(2-pyridinyl)-4-pyrimidinyl]-β-alanine OCCN(C1=CC(=NC(=N1)C1=NC=CC=C1)NCCC(=O)O)C